5-chloro-N-(1-ethyl-2-oxo-1,2-dihydrobenzo[cd]indol-6-yl)-2-methoxybenzenesulfonamide ClC=1C=CC(=C(C1)S(=O)(=O)NC=1C=2C3=C(C(N(C3=CC1)CC)=O)C=CC2)OC